3-((3-((8-methyl-8-azabicyclo[3.2.1]octane-3-yl)oxy)-3-oxopropyl)amino)-7-Bromobenzo[e][1,2,4]triazine-1,4-dioxide CN1C2CC(CC1CC2)OC(CCNC=2N=[N+](C1=C([N+]2[O-])C=CC(=C1)Br)[O-])=O